tert-butyl (E)-4,4-difluoro-4-(quinolin-5-yl)but-2-enoate FC(/C=C/C(=O)OC(C)(C)C)(C1=C2C=CC=NC2=CC=C1)F